(2R,3S)-3-hydroxyl-4-oxo-1-phenyl-4-((pyridin-2-ylmethyl)amino)butan O[C@@H](CCC1=CC=CC=C1)C(NCC1=NC=CC=C1)=O